C1(CCC1)NC1=NC(=CC(=C1)C(=O)NC[C@@H](O)[C@H]1N(CC2=CC(=CC=C2C1)O)C(=O)OC(C)(C)C)N1CCN(CC1)CC tert-butyl (3S)-3-[(1R)-2-[[2-(cyclobutylamino)-6-(4-ethylpiperazin-1-yl)pyridine-4-carbonyl]amino]-1-hydroxy-ethyl]-7-hydroxy-3,4-dihydro-1H-isoquinoline-2-carboxylate